(S)-1-phenyl-3-((1-(4-(trifluoromethyl)phenyl)ethyl)amino)azetidine-3-carboxylic acid C1(=CC=CC=C1)N1CC(C1)(C(=O)O)N[C@@H](C)C1=CC=C(C=C1)C(F)(F)F